[2H]C([2H])([2H])SC1=NC=NC2=C1NC=N2 6-Methylmercaptopurine-d3